F\C(=C/CNC(OC(C)(C)C)=O)\CS(=O)(=O)C=1C=CC=C2C=CC=NC12 tert-butyl (Z)-(3-fluoro-4-(quinolin-8-ylsulfonyl)but-2-en-1-yl)carbamate